CC=1N=C(SC1C1CCN(CC1)CCC(F)(F)F)C1=NNC(=C1CC(F)(F)F)C=1C=C(C=2N(C1)N=CN2)C 4-methyl-2-(5-(8-methyl-[1,2,4]triazolo[1,5-a]pyridin-6-yl)-4-(2,2,2-trifluoroethyl)-1H-pyrazol-3-yl)-5-(1-(3,3,3-trifluoropropyl)piperidin-4-yl)thiazole